N-[3-(4-chlorophenyl)pyrrolidin-3-yl]-N-methyl-4-(trifluoromethoxy)benzenesulfonamide ClC1=CC=C(C=C1)C1(CNCC1)N(S(=O)(=O)C1=CC=C(C=C1)OC(F)(F)F)C